6-(1-cyclobutyl-1H-pyrazol-4-yl)pyrazolo[1,5-a]pyridine-3-carbonitrile C1(CCC1)N1N=CC(=C1)C=1C=CC=2N(C1)N=CC2C#N